(3-((tert-butyldiphenylsilyl)oxy)cyclobutyl)(3-chlorophenyl)methanone [Si](C1=CC=CC=C1)(C1=CC=CC=C1)(C(C)(C)C)OC1CC(C1)C(=O)C1=CC(=CC=C1)Cl